Methyl (E)-8-(2-(5-bromo-2,3-dichlorophenyl)hydrazineylidene)-7-(2-methoxyethyl)-1,4-dioxaspiro[4.5]decane-7-carboxylate BrC=1C=C(C(=C(C1)N\N=C/1\C(CC2(OCCO2)CC1)(C(=O)OC)CCOC)Cl)Cl